2-(5-(benzyloxy)-1-methyl-1H-pyrazol-4-yl)pyrimidin-4-amine C(C1=CC=CC=C1)OC1=C(C=NN1C)C1=NC=CC(=N1)N